C(CCCCCCCCCCCCCCCCC)(=O)N[C@@H](CCC(=O)[O-])C(=O)[O-].[Al+3].C(CCCCCCCCCCCCCCCCC)(=O)N[C@@H](CCC(=O)[O-])C(=O)[O-].C(CCCCCCCCCCCCCCCCC)(=O)N[C@@H](CCC(=O)[O-])C(=O)[O-].[Al+3] Aluminum stearoylglutamate